FC=1C=CC(=NC1)NC1=CC2=C(N=C(S2)N)C=C1 N6-(5-fluoro-2-pyridinyl)-1,3-benzothiazol-2,6-diamine